2-(4-aminobicyclo[2.2.2]Octane-1-yl)acetic acid NC12CCC(CC1)(CC2)CC(=O)O